4-(((1-Acryloyl-3-methylpiperidin-3-yl)methyl)amino)-1H-pyrrolo[2,3-b]pyridine-5-carboxamide C(C=C)(=O)N1CC(CCC1)(C)CNC1=C2C(=NC=C1C(=O)N)NC=C2